N-[(1R,3S)-3-{[6-chloro-2-(trifluoromethyl)quinolin-4-yl]amino}cyclohexyl]-1H-pyrrolo[2,3-b]pyridine-4-carboxamide ClC=1C=C2C(=CC(=NC2=CC1)C(F)(F)F)N[C@@H]1C[C@@H](CCC1)NC(=O)C=1C2=C(N=CC1)NC=C2